dideoxyguanosine C1C[C@@H](O[C@@H]1CO)N2C=NC3=C2N=C(NC3=O)N